C(C)(C)(C)[C@@H]1CC=2C=C3C(=NC2CC1)SC(=C3)C(=O)N[C@H](CC[NH+]3CCC(CC3)F)C3=CC=C(C=C3)C3=CNC(C=C3)=O (6S)-6-tert-butyl-N-[(1R)-3-(4-fluoropiperidin-1-ium-1-yl)-1-[4-(6-oxo-1H-pyridin-3-yl)phenyl]propyl]-5,6,7,8-tetrahydrothieno[2,3-b]quinoline-2-carboxamide